3-(trifluoromethyl)butan-2-one FC(C(C(C)=O)C)(F)F